5-(1-(4-(1H-imidazol-1-yl)benzyl)piperidin-4-yl)-2-(3,4-dimethoxyphenyl)-3-isopropyl-1H-indole N1(C=NC=C1)C1=CC=C(CN2CCC(CC2)C=2C=C3C(=C(NC3=CC2)C2=CC(=C(C=C2)OC)OC)C(C)C)C=C1